OC(CC=1C=CC=C2C=CC=C(C12)C=1C=C2N=CN=C3C2=C(OCC2C4CCC(CN32)N4C(=O)[O-])N1)C 2-(8-(2-hydroxypropyl)naphthalen-1-yl)-5a,6,7,8,9,10-hexahydro-5H-4-oxa-3,10a,11,13,14-pentaaza-6,9-methanonaphtho[1,8-ab]heptalene-14-carboxylate